(((difluoro(7-((4-nitrophenoxy)carbonyl) naphthalen-2-yl)methyl)phosphoryl) bis(oxy))bis(methylene) bis(2,2-dimethylpropanoate) CC(C(=O)OCOP(=O)(C(C1=CC2=CC(=CC=C2C=C1)C(=O)OC1=CC=C(C=C1)[N+](=O)[O-])(F)F)OCOC(C(C)(C)C)=O)(C)C